6-((1H-pyrazol-1-yl)methyl)-4-methoxy-1H-indazol-3-amine N1(N=CC=C1)CC1=CC(=C2C(=NNC2=C1)N)OC